1-(6-(2-hydroxy-2-(1-oxo-1,3-dihydroisobenzofuran-5-yl)ethyl)-5,6,7,8-tetrahydropyrido[4,3-d]pyrimidin-2-yl)-1H-indole-5-carbonitrile OC(CN1CC2=C(N=C(N=C2)N2C=CC3=CC(=CC=C23)C#N)CC1)C=1C=C2COC(C2=CC1)=O